OC1=C(C=CC2=CC=CC=C12)C1NS(C2=C(C3=C1C=C(C=C3)OC)C=CC=C2)(=O)=O (-)-7-(1-hydroxynaphthalen-2-yl)-9-methoxy-6,7-dihydrodibenzo[d,f][1,2]thiazepine 5,5-dioxide